Sodium 2-oxaspiro-[3.3]heptane-6-carboxylate C1OCC12CC(C2)C(=O)[O-].[Na+]